ClC1=C(C=CC=C1)C1=CC(=NN1C1=CC=CC=C1)C1=C(OCCCC(=O)O)C=CC=C1 4-(2-(5-(2-chlorophenyl)-1-phenyl-1H-pyrazol-3-yl)phenoxy)butanoic acid